7-bromo-1,2,3,4-tetrahydroisoquinoline HCl salt Cl.BrC1=CC=C2CCNCC2=C1